(2S)-2-[3-[2-(tert-butoxycarbonylamino)ethyldisulfanyl]propanoyl-methyl-amino]propanoate C(C)(C)(C)OC(=O)NCCSSCCC(=O)N([C@H](C(=O)[O-])C)C